3-(7-deuteromethoxy-1-methyl-β-carbolin-9-yl)-propan-1-yne [2H]COC1=CC=C2C=3C=CN=C(C3N(C2=C1)CC#C)C